CC1=C(CC=C1)C(=O)O[Si](C)(C)C.[Li] lithium (trimethylsilyl) methylcyclopentadienate